[Br-].[Pu+4].O1CC(C1)C=1C=CC(=NC1)C#C[Si](C)(C)C.[Br-].[Br-].[Br-] 5-(oxetan-3-yl)-2-((trimethylsilyl)ethynyl)pyridine Plutonium Bromide